NC1=C(OC2=CC=CC=C2)C(=CC=C1)CC 2-(2-amino-6-ethylphenoxy)benzene